CN(S(=O)(=O)C1=CC=C(C=C1)S(=O)(=O)NC1=C(C=CC=C1)C1CCNCC1)C N1,N1-dimethyl-N4-(2-(piperidin-4-yl)phenyl)benzene-1,4-disulfonamide